NC1=NC=2C=CC(=CC2C2=C1N=CN=C2)C(=O)N([C@@H]2COC1=C2C=CC(=C1)C(F)(F)F)C 5-amino-N-methyl-N-((3S)-6-(trifluoromethyl)-2,3-dihydro-1-benzofuran-3-yl)pyrimido[4,5-c]quinoline-9-carboxamide